Benzo[b]selenophen [Se]1C2=C(C=C1)C=CC=C2